BrC1=CN=C(S1)C12CC(C1)(C2)NC(OC(C)(C)C)=O tert-butyl N-[3-(5-bromothiazol-2-yl)-1-bicyclo[1.1.1]pentanyl]carbamate